5-(2,3-Dimethylphenyl)-2-[(2S,4Z)-2-(hydroxymethyl)-4-(methoxyimino)pyrrolidine-1-carbonyl]benzonitrile CC1=C(C=CC=C1C)C=1C=CC(=C(C#N)C1)C(=O)N1[C@@H](C/C(/C1)=N/OC)CO